2-amino-N-((1S)-1-(8-(2-(1-methyl-5-oxopyrrolidin-3-yl)ethynyl)-1-oxo-2-phenylisoquinolin-3-yl)ethyl)pyrazolo[1,5-a]pyrimidine-3-Formamide NC1=NN2C(N=CC=C2)=C1C(=O)N[C@@H](C)C=1N(C(C2=C(C=CC=C2C1)C#CC1CN(C(C1)=O)C)=O)C1=CC=CC=C1